ClC=1C=NC(=NC1)NC=1C=NN(C1)CCCN(C)C 5-chloro-2-((1-(3-(dimethylamino)propyl)-1H-pyrazol-4-yl)amino)pyrimidine